4-Amino-7-bromo-1-(6-methylpyridin-3-yl)-2-oxo-1,2-dihydro-1,8-naphthyridine-3-carboxylic acid methyl ester COC(=O)C=1C(N(C2=NC(=CC=C2C1N)Br)C=1C=NC(=CC1)C)=O